FC1=CN(C2=CC=C(C=C12)CNC(=O)C1C[C@H]2CC[C@@H](C1)N2C(=O)C2=NNC(=C2)C2=CC(=NC=C2F)OC)C (1r,3s,5s)-N-[(3-fluoro-1-methylindole-5-yl)methyl]-8-[5-(5-fluoro-2-methoxypyridin-4-yl)-1H-pyrazole-3-carbonyl]-8-azabicyclo[3.2.1]octane-3-carboxamide